ClC=1C=C(C=CC1C1C(NC(CC1)=O)=O)N1CC(C1)NC(=O)NC1=CC(=CC=C1)OC(F)(F)F 1-(1-(3-chloro-4-(2,6-dioxopiperidin-3-yl)phenyl)azetidin-3-yl)-3-(3-(trifluoromethoxy)phenyl)urea